2,5-dioxopyrrolidin-1-yl 2-cyclopropyl-2-methylpropanoate C1(CC1)C(C(=O)ON1C(CCC1=O)=O)(C)C